4-(4'-methoxy-biphenyl-4-yloxy)aniline COC1=CC=C(C=C1)C1=CC=C(C=C1)OC1=CC=C(N)C=C1